NC1CCC2=C(NC1=O)N=CC=N2 7-amino-5H,7H,8H,9H-pyrazino[2,3-b]azepin-6-one